tert-butyl ((1S,2S)-1-(4-bromothiazol-2-yl)-3-hydroxy-1-(3-methoxyazetidin-1-yl)propan-2-yl)carbamate BrC=1N=C(SC1)[C@H]([C@@H](CO)NC(OC(C)(C)C)=O)N1CC(C1)OC